N-methylimidazolium CN1C=[NH+]C=C1